1-(4-((4-chloro-7-cyclopropoxyquinazolin-6-yl)oxy)piperidin-1-yl)prop-2-en-1-one ClC1=NC=NC2=CC(=C(C=C12)OC1CCN(CC1)C(C=C)=O)OC1CC1